ClC1=NC=C(C(=C1)N1CCC(CC1)C(C)O)C#CC=1C=NN(C1)C(F)(F)F (1-(2-chloro-5-((1-(trifluoromethyl)-1H-pyrazol-4-yl)ethynyl)pyridin-4-yl)piperidin-4-yl)ethan-1-ol